(S)-N-methylvaline CN[C@@H](C(C)C)C(=O)O